C(#N)C1=C2C=C(NC2=CC(=C1)C)C(=O)NC1CC[Si](CC1)(C)C 4-cyano-N-(1,1-dimethylsilinan-4-yl)-6-methyl-1H-indole-2-carboxamide